C12CC(CCC2COC1)O 8-oxabicyclo[4.3.0]nonan-3-ol